2-((4-(5-ethylpyrimidin-4-yl)piperazin-1-yl)methyl)-1H-indol-6-ol C(C)C=1C(=NC=NC1)N1CCN(CC1)CC=1NC2=CC(=CC=C2C1)O